1,7-diazaspiro[4.4]nonan-2-one trifluoroacetate FC(C(=O)O)(F)F.N1C(CCC12CNCC2)=O